CC(CN1N=C(C=C1)S(=O)(=O)NC(NC1=C2CCCC2=CC=C1C1=CC(=NC=C1)OC1CCOCC1)=O)(C)B1OC(C(O1)(C)C)(C)C 1-(2-methyl-2-(4,4,5,5-tetramethyl-1,3,2-dioxaborolan-2-yl)propyl)-N-((5-(2-((tetrahydro-2H-pyran-4-yl)oxy)pyridin-4-yl)-2,3-dihydro-1H-inden-4-yl)carbamoyl)-1H-pyrazole-3-sulfonamide